Cl.CN1C(CN[C@@H](C1)C)=O (R)-1,5-dimethylpiperazin-2-one hydrochloride